methyl bromopyrroleformate BrC1=C(NC=C1)C(=O)OC